1-cyclohexylmethyl-quinoxalin-2(1H)-one C1(CCCCC1)CN1C(C=NC2=CC=CC=C12)=O